[C@H]1([C@@H](O)[C@H](O)[C@H](O)[C@@H](O1)C)N=[N+]=[N-] β-L-Fucopyranosyl azide